BrC=1C=CN2C(N(C=CC21)COC)=O 5-Bromo-2-(methoxymethyl)pyrrolo[1,2-C]pyrimidin-1(2H)-one